Cl.C1(=CC(=CC(=C1)CNCCCCCCCCCCCCN)CNCCCCCCCCCCCCN)C1=CC=CC=C1 N1,N1'-([1,1'-biphenyl]-3,5-diylbis(methylene))bis(dodecane-1,12-diamine), hydrochloride salt